[Mo]=S Molybdenum Sulfide